CC1=NC2=CC=C(C=C2C=C1)C=O 2-methylquinoline-6-carbaldehyde